(R)-N-(1-(3-bromophenyl)pyrrolidin-3-yl)-4-(trifluoromethoxy)benzenesulfonamide ethyl-(E)-3-(4,4,5,5-tetramethyl-1,3,2-dioxaborolan-2-yl)acrylate C(C)OC(\C=C\B1OC(C(O1)(C)C)(C)C)=O.BrC=1C=C(C=CC1)N1C[C@@H](CC1)NS(=O)(=O)C1=CC=C(C=C1)OC(F)(F)F